(S)-N-(3-(3'-chloro-6-methoxy-5-((((5-oxopyrrolidin-2-yl)methyl)amino)methyl)-[2,4'-bipyridin]-2'-yl)-2-methylphenyl)-5-(((3-hydroxypropyl)amino)methyl)picolinamide ClC=1C(=NC=CC1C1=NC(=C(C=C1)CNC[C@H]1NC(CC1)=O)OC)C=1C(=C(C=CC1)NC(C1=NC=C(C=C1)CNCCCO)=O)C